BrC1=CC(=NC=C1)N1CCC(CC1)CO [1-(4-bromopyridin-2-yl)piperidin-4-yl]methanol